(Rac)-4-[4-(1,3-benzoxazol-2-yl)azepan-1-yl]-1-methyl-2-oxo-1,2-dihydroquinoline-3-carbonitrile O1C(=NC2=C1C=CC=C2)[C@H]2CCN(CCC2)C2=C(C(N(C1=CC=CC=C21)C)=O)C#N |r|